4-hydroxy-1-isobutyl-N-(2-methylpyridin-3-yl)-2-oxo-1,2-dihydroquinoline-3-carboxamide OC1=C(C(N(C2=CC=CC=C12)CC(C)C)=O)C(=O)NC=1C(=NC=CC1)C